6-amino-3-(difluoromethyl)-7-(3-methoxy-2,6-dimethyl-phenyl)benzimidazole-5-carbonitrile NC=1C(=CC2=C(N=CN2C(F)F)C1C1=C(C(=CC=C1C)OC)C)C#N